5-(((3R,4R)-3-fluoro-1-methylpiperidin-4-yl)oxy)-N-(5-fluoroquinolin-6-yl)-7-(1-methyl-1H-pyrazol-4-yl)quinazolin-4-amine F[C@@H]1CN(CC[C@H]1OC1=C2C(=NC=NC2=CC(=C1)C=1C=NN(C1)C)NC=1C(=C2C=CC=NC2=CC1)F)C